ClC(C)C(F)(F)F 2-chloro-3,3,3-trifluoropropane